NC1=CC=C(C(=O)O)C=C1.C(C1CCCO1)SCCN 2-tetrahydrofurfurylthioethylamine p-amino-benzoate